CC=1C(=C2C=NN(C2=CC1)C1OCCCC1)N1CC=2N=C(N=C(C2C1)N1C[C@@H](NCC1)CC#N)OC[C@H]1N(CCC1)C 2-((2S)-4-(6-(5-methyl-1-(tetrahydro-2H-pyran-2-yl)-1H-indazol-4-yl)-2-(((S)-1-methylpyrrolidin-2-yl)methoxy)-6,7-dihydro-5H-pyrrolo[3,4-d]pyrimidin-4-yl)piperazin-2-yl)acetonitrile